C1(=CC=CC=C1)C1=NC(=NC(=N1)C1=CC=CC=C1)C1=CC=C(C=C1)C1=CC=C(C=C1)B(O)O (4'-(4,6-Diphenyl-1,3,5-triazin-2-yl)-[1,1'-biphenyl]-4-yl)boronic acid